OCCS(=O)(=O)OCCCC.[Na] sodium butyl hydroxyethyl-sulfonate